3-(tert-butyl)-N-((R)-1-(2-fluoro-4-(6-((5-((S)-2-methylpiperazin-1-yl)pyridin-2-yl)amino)pyrimidin-4-yl)phenyl)ethyl)-1,2,4-oxadiazole-5-carboxamide C(C)(C)(C)C1=NOC(=N1)C(=O)N[C@H](C)C1=C(C=C(C=C1)C1=NC=NC(=C1)NC1=NC=C(C=C1)N1[C@H](CNCC1)C)F